Tri(4,5-dimethyl-2-hexyl)citrat CC(CC(C)C(C(C(C(=O)[O-])(C(C)CC(C(C)C)C)C(C)CC(C(C)C)C)(O)C(=O)[O-])C(=O)[O-])C(C)C